(1R,5S)-3-((5R,7R)-5-methyl-7-((4-nitrobenzoyl)oxy)-6,7-dihydro-5H-cyclopenta[d]pyrimidin-4-yl)-3,8-diazabicyclo[3.2.1]octane-8-carboxylic acid tert-butyl ester C(C)(C)(C)OC(=O)N1[C@H]2CN(C[C@@H]1CC2)C=2C1=C(N=CN2)[C@@H](C[C@H]1C)OC(C1=CC=C(C=C1)[N+](=O)[O-])=O